C(C)(C)C1(C(C=CC(=C1)C(C)C)O)P 2,4-diisopropyl-o-phosphinophenol